Methyl (S)-2-(3-((tert-butoxycarbonyl)amino)-2-oxopyridin-1(2H)-yl)-3-cyclopropylpropanoat C(C)(C)(C)OC(=O)NC=1C(N(C=CC1)[C@H](C(=O)OC)CC1CC1)=O